C1(CC1)CN1N=CC(=C1)[C@H]1CN(C[C@H](O1)C)C1=NC2=NC(=C(N=C2C(=N1)C1=C(C=C(C=C1)F)F)C)C (2S,6R)-2-[1-(cyclopropylmethyl)pyrazol-4-yl]-4-[4-(2,4-difluorophenyl)-6,7-dimethyl-pteridin-2-yl]-6-methyl-morpholine